ethyl 5-(4-(4-(2,6-difluorobenzyl)-5-oxo-4,5-dihydro-1H-1,2,4-triazol-1-yl)-2-fluorophenoxy)-4-methyl-isoxazole-3-carboxylate FC1=C(CN2C=NN(C2=O)C2=CC(=C(OC3=C(C(=NO3)C(=O)OCC)C)C=C2)F)C(=CC=C1)F